ClC1=CC(=NC(=C1)C1CNCCC1)C=1C=NN2C1C=C(C=C2)NC 3-[4-chloro-6-(3-piperidyl)-2-pyridyl]-N-methyl-pyrazolo[1,5-a]pyridin-5-amine